[(9aS)-3-(4-fluoro-3-phenyl-phenyl)-3,4,6,7,9,9a-hexahydro-1H-pyrazino[2,1-c][1,4]oxazin-8-yl]-(2-chloro-3-methoxy-phenyl)methanone FC1=C(C=C(C=C1)C1CN2[C@H](CO1)CN(CC2)C(=O)C2=C(C(=CC=C2)OC)Cl)C2=CC=CC=C2